4-(4-cyclopropyl-1H-imidazol-1-yl)-N-(5,6-dihydrobenzo[f]tetrazolo[1,5-d][1,4]oxazepin-8-yl)-5-isopropoxypicolinamide C1(CC1)C=1N=CN(C1)C1=CC(=NC=C1OC(C)C)C(=O)NC1=CC=CC=2C=3N(CCOC21)N=NN3